N-(8,9-Difluoro-6-oxo-1,4,5,6-tetrahydro-2H-pyrano[3,4-c]isoquinolin-1-yl)-N-methyl-6-(trifluoromethyl)nicotinamide FC=1C(=CC=2C3=C(NC(C2C1)=O)COCC3N(C(C3=CN=C(C=C3)C(F)(F)F)=O)C)F